benzyl (1s,3r,5R,7S)-3-((5-methyl-1H-pyrazol-1-yl)methyl)adamantane-1-carboxylate CC1=CC=NN1CC12CC3(C[C@@H](C[C@H](C1)C3)C2)C(=O)OCC2=CC=CC=C2